(2-dipropylamino-1,1-diethyl-ethyl)-triethylsilyl-amine C(CC)N(CC(CC)(CC)N[Si](CC)(CC)CC)CCC